FC1=C(C=C(C=C1)C1(CC1)N(C(=O)OC)CC1N(CC1)C(=O)OC(C)(C)C)OC(F)(F)F tert-butyl 2-(((1-(4-fluoro-3-(trifluoromethoxy)phenyl) cyclopropyl)(methoxycarbonyl)amino)methyl)azetidine-1-carboxylate